OC1=C2C(CC(OC2=CC(=C1)O)C1=CC(=C(C=C1)OC)O)=O 5,7,3'-trihydroxy-4'-methoxyflavanone